[PH4+].[PH4+] phosphonium (Phosphonium)